ClC1=C(C(=O)NC=2C=C3C=C(N(C3=CC2)C)C(=O)NC=2C=CC(=C(C(=O)OC)C2)F)C=C(C=C1)CNC(C(C)C)=O methyl 5-(5-(2-chloro-5-(isobutyrylaminomethyl) benzoylamino)-1-methyl-1H-indole-2-carboxamido)-2-fluorobenzoate